(7-amino-6-methyl-2,3-dihydro-1,4-benzoxazin-4-yl)-(4-fluorophenyl)methanone NC1=CC2=C(N(CCO2)C(=O)C2=CC=C(C=C2)F)C=C1C